2-methyl-ethyl-2-furanamide CCCC1=C(OC=C1)C(=O)N